tert-butyl (1S,2R,3R,5R)-2-fluoro-3-(methyl(3-(methylthio)-1,2,4-triazin-6-yl)amino)-8-azabicyclo[3.2.1]octane-8-carboxylate F[C@H]1[C@@H]2CC[C@H](C[C@H]1N(C1=CN=C(N=N1)SC)C)N2C(=O)OC(C)(C)C